racemic-methyl (1-benzyl-4-methylpiperidin-3-yl)carbamate C(C1=CC=CC=C1)N1CC(C(CC1)C)NC(OC)=O